C[C@@H]1O[C@@H](CN(C1)C1=CC(=CC(=N1)C1=NC2=CC(=NC=C2C=C1)CNC(C1=CC(=CC=C1)S(=O)(=O)CCOC)=O)F)C N-((2-(6-((cis)-2,6-dimethylmorpholino)-4-fluoropyridin-2-yl)-1,6-naphthyridin-7-yl)methyl)-3-((2-methoxyethyl)sulfonyl)benzamide